CC(CC)(CC)C1(C(CCCC1)N)N (3-methylpentan-3-yl)cyclohexane-1,2-diamine